[O-2].[O-2].[Mn+2].[Au+3] gold-manganese dioxide